(E)-(3-(3-(naphthalen-2-yl)-1-phenyl-1H-pyrazol-4-yl)acryloyl)-D-tryptophan methyl ester COC([C@H](NC(\C=C\C=1C(=NN(C1)C1=CC=CC=C1)C1=CC2=CC=CC=C2C=C1)=O)CC1=CNC2=CC=CC=C12)=O